1-(4-chlorophenyl)-2-(N-pyrrolidinyl)-1-pentanone ClC1=CC=C(C=C1)C(C(CCC)N1CCCC1)=O